(1r,4r)-4-(2-(1H-imidazol-1-yl)-6-methyl-pyrimidine-4-carboxamido)cyclohexane-1-carboxylic acid N1(C=NC=C1)C1=NC(=CC(=N1)C(=O)NC1CCC(CC1)C(=O)O)C